1-((cis)-hexahydropyrrolo[3,4-b][1,4]oxazin-6(2H)-yl)ethanone O1[C@@H]2[C@H](NCC1)CN(C2)C(C)=O